C1(CC1)NC1CCN(CC1)C=1C2=CN(N=C2C(=CC1)C(=O)NC1=CC2=CN(N=C2C(=C1)CNC1=NC=NC=C1)C)C 4-[4-(cyclopropylamino)-1-piperidyl]-2-methyl-N-[2-methyl-7-[(pyrimidin-4-ylamino)methyl]indazol-5-yl]indazole-7-carboxamide